1,3,8-triazaspiro[4.5]Decan-4-one N1CNC(C12CCNCC2)=O